NCC1CCC(CC1)C(=O)O 4-(aminomethyl)-cyclohexane-carboxylic acid